C(C)(C)(C)OC(=O)N1CCN(CC1)C1=C2N(C=3N(C1=O)N=C(N3)C=3CCOCC3)[C@H](CC2)C(=O)OCC |r| rac-ethyl 6-(4-(tert-butoxycarbonyl)piperazin-1-yl)-2-(3,6-dihydro-2H-pyran-4-yl)-5-oxo-5,7,8,9-tetrahydropyrrolo[1,2-c][1,2,4]triazolo[1,5-a]pyrimidine-9-carboxylate